C(#N)C1=CC(=NC=C1)N1C=C(C2=C1N=CN=C2N2CCN([C@H]1C[C@@H]21)C(=O)OC(C)(C)C)C2CC2 tert-butyl (1S,6R)-5-(7-(4-cyanopyridin-2-yl)-5-cyclopropyl-7H-pyrrolo[2,3-d]pyrimidin-4-yl)-2,5-diazabicyclo[4.1.0]heptane-2-carboxylate